(1r,4s,5r,6r,7s,10r)-7-isopropyl-4,10-dimethyl-tricyclo[4.4.0.0(1,5)]Decan-4-ol C(C)(C)[C@H]1[C@@H]2[C@H]3[C@](CC[C@]32[C@@H](CC1)C)(O)C